BrC1=NC(=NC(=C1)Cl)Cl 4-bromo-2,6-dichloropyrimidine